C(C1=CC=CC=C1)OC(=O)C1=C(N=C(S1)Cl)C(F)(F)F.CP(=O)(C)C1=CC=CC=2N1N=C(N2)NC(CC2=CC(=C(OC1=NC=CC=C1C(=O)N)C=C2)F)=O 2-(4-(2-((5-(dimethylphosphoryl)-[1,2,4]triazolo[1,5-a]pyridin-2-yl)amino)-2-oxoethyl)-2-fluorophenoxy)pyridine-3-carboxamide Benzyl-2-chloro-4-trifluoromethyl-1,3-thiazol-5-carboxylat